N-(3-(4-fluorophenyl)-4-oxo-2-thioxo-1,2,3,4-tetrahydroquinazolin-6-yl)acetamide FC1=CC=C(C=C1)N1C(NC2=CC=C(C=C2C1=O)NC(C)=O)=S